tetrakis(2,4-di-tertiarybutylphenyl)biphenylene diphosphonite P(O)OPO.C(C)(C)(C)C1=C(C=CC(=C1)C(C)(C)C)C1=C(C(=C(C=2C3=CC=CC=C3C12)C1=C(C=C(C=C1)C(C)(C)C)C(C)(C)C)C1=C(C=C(C=C1)C(C)(C)C)C(C)(C)C)C1=C(C=C(C=C1)C(C)(C)C)C(C)(C)C